ClCCC[Si](OCC)(OCC)C γ-chloropropyl-methyl-diethoxysilane